BrC1=C(C(=NC=C1)C1=NC=CC=C1)Br dibromobipyridine